Cl.O=C1N(CCC12CCNCC2)C=2OC(=C(N2)C(F)(F)F)C(=O)OCC ethyl 2-(1-oxo-2,8-diazaspiro[4.5]decan-2-yl)-4-(trifluoromethyl)oxazole-5-carboxylate hydrochloride